C(=C)C1=CC=C(C=C1)S(=O)(=O)O 4-ethenylbenzenesulfonic Acid